PLATINUM-RUTHENIUM [Ru].[Pt]